3-(methacryloylamino)propyltrimethylammonium iodide [I-].C(C(=C)C)(=O)NCCC[N+](C)(C)C